C(#N)C(C(=O)NC(OCC)=O)=NNC1=CC(=C(C(=C1)Cl)OC1=NN(C(C=C1)=O)C(C)C1=CC=CC=C1)Cl ethyl (2-cyano-2-(2-(3,5-dichloro-4-((6-oxo-1-(1-phenylethyl)-1,6-dihydropyridazin-3-yl)oxy)phenyl)hydrazono)acetyl)carbamate